C1(=CC=C(C=C1)[C@H](C(=O)O)C)C1=CC=CC=C1 |r| (±)-2-(4-biphenylyl)propionic acid